ClC1=C(C(=CC=C1)Cl)N1N=C(C(=C1)NC1=CC=C(C=C1)C(=O)N1CCS(CC1)(=O)=N)C(=O)N 1-(2,6-dichlorophenyl)-4-((4-(1-imino-1-oxidothiomorpholine-4-carbonyl)phenyl)amino)-1H-pyrazole-3-carboxamide